sulfanilic acid sodium sulfanilate S(=O)(C1=CC=C(C=C1)N)(=O)[O-].[Na+].S(=O)(C1=CC=C(C=C1)N)(=O)O